2-{3-[3-(2-hydroxyphenyl)cinnolin-6-yl]-1,2-oxazol-5-yl}-3-methylbutanoic acid methyl ester COC(C(C(C)C)C1=CC(=NO1)C=1C=C2C=C(N=NC2=CC1)C1=C(C=CC=C1)O)=O